CC1=CC=C(C=C1)SCSC1=CC=C(C=C1)C (4-methylphenyl){[(4-methylphenyl)thio]methyl}sulfane